CC1(CN(C=2C1=NC(=CC2)C#CC)C2=NC(=NC=C2C(=O)OC(C)C)NC2=C(C=C(C(=C2)[N+](=O)[O-])N2CC(C2)N(C)C)OC)C isopropyl 4-(3,3-dimethyl-5-(prop-1-yn-1-yl)-2,3-dihydro-1H-pyrrolo[3,2-b]pyridin-1-yl)-2-((4-(3-(dimethylamino)azetidin-1-yl)-2-methoxy-5-nitrophenyl)amino)pyrimidine-5-carboxylate